O[C@](CCCC(C)C)(C)[C@H]1CC[C@H]2[C@@H]3CC=C4C[C@@H](O)CC[C@]4(C)[C@H]3CC[C@]12C 20(S)-Hydroxycholesterol